C12CC3CCCCC3C2CCCC1 tricyclo[7.4.0.03,8]tridecane